glycerin diacetyltartarate C(C)(=O)C(C(C(=O)O)(O)C(C)=O)(O)C(=O)O.OCC(O)CO